1-(1-chloroethyl)-4-cyclopropyl-2-fluorobenzene ClC(C)C1=C(C=C(C=C1)C1CC1)F